COC1=CC=C2C(=NNC2=C1)C=1C=NC(=CC1)N1CC2(CN(C2)S(=O)(=O)C)C1 6-methoxy-3-[6-(2-methylsulfonyl-2,6-diazaspiro[3.3]hept-6-yl)-3-pyridinyl]-1H-indazole